5-fluoro-N-pyrimidylindoline FC=1C=C2CCN(C2=CC1)C1=NC=CC=N1